CNC(C1=CC=CC=C1)C1=CC=CC=C1 N-methyl-1,1-diphenylmethanamine